(3,4-dichlorophenyl)(4-(((3-(5-fluoro-1H-indol-3-yl)propyl)amino)methyl)piperidin-1-yl)methanone ClC=1C=C(C=CC1Cl)C(=O)N1CCC(CC1)CNCCCC1=CNC2=CC=C(C=C12)F